CC1=CC23CCC4C(CCCC4(C2CCC1C3)C)(C)C 15-kaurene